C(C)(C)(C)OC(=O)N1CC(C1)(C(=O)N1CCN(CC1)C1=NC=C(C=N1)C(F)(F)F)O 3-hydroxy-3-[4-[5-(trifluoromethyl)pyrimidin-2-yl]piperazine-1-carbonyl]azetidine-1-carboxylic acid tert-butyl ester